1-hexyl-1-butylpyrrolidinium triflate [O-]S(=O)(=O)C(F)(F)F.C(CCCCC)[N+]1(CCCC1)CCCC